(5-(trifluoromethyl)pyrimidin-3-yl)boronic acid FC(C1=CN(CN=C1)B(O)O)(F)F